3-[1-methyl-6-[(2R,4S)-2-methyl-1-(4-piperidylmethyl)-4-piperidyl]indazol-3-yl]piperidine-2,6-dione CN1N=C(C2=CC=C(C=C12)[C@@H]1C[C@H](N(CC1)CC1CCNCC1)C)C1C(NC(CC1)=O)=O